C[C@H]1N(C[C@@H]([C@H]([C@@H]1O)O)O)CCC1=CSC=C1 (2R,3R,4R,5S)-2-methyl-1-(2-(thiophen-3-yl)ethyl)piperidine-3,4,5-triol